OC1=CC=C2[C@H]([C@H](COC2=C1)C1=CC=CC=C1)C1=CC=C(C=C1)N1CCN(CC1)CC1=CC=C(C=N1)N1C(NC(CC1)=O)=O 1-(6-((4-(4-((3S,4R)-7-hydroxy-3-phenylchroman-4-yl)phenyl)piperazin-1-yl)methyl)pyridin-3-yl)dihydropyrimidine-2,4(1H,3H)-dione